(E)-N-[1-[5-Chloro-2-[4-[[dimethyl(oxo)-λ6-sulfanylidene]amino]anilino]-pyrimidin-4-yl]indol-5-yl]-4-(dimethylamino)but-2-enamide ClC=1C(=NC(=NC1)NC1=CC=C(C=C1)N=S(=O)(C)C)N1C=CC2=CC(=CC=C12)NC(\C=C\CN(C)C)=O